C(C)(C)SC1=CC=C(C=O)C=C1 4-(isopropylthio)benzaldehyde